2-methylpropan-2-yl [(5-{4-[(benzyloxy)carbonyl]piperazin-1-yl}-2-nitrophenyl){[(2-methylprop-2-yl)oxy]carbonyl}amino]methanoate C(C1=CC=CC=C1)OC(=O)N1CCN(CC1)C=1C=CC(=C(C1)N(C(=O)OC(C)(C)C)C(=O)OC(C)(C)C)[N+](=O)[O-]